C1(=C(C=CC=C1)N(C=1C=CC=2N(C3=CC=C(C=C3C2C1)C1=CC2=C(SC3=C2C=CC=C3)C=C1)C1=CC=CC=C1)C1=CC=C(C=C1)C1=CC=CC=C1)C1=CC=CC=C1 N-([1,1'-biphenyl]-2-yl)-N-([1,1'-biphenyl]-4-yl)-6-(dibenzo[b,d]thiophen-2-yl)-9-phenyl-9H-carbazol-3-amine